5-(tert-butyl)-7-chloro-3-(2-iodobenzyl)-3H-[1,2,3]triazolo[4,5-b]pyridine C(C)(C)(C)C1=CC(=C2C(=N1)N(N=N2)CC2=C(C=CC=C2)I)Cl